3-(3-methoxyphenyl)-1,2,4-oxadiazol-5(4H)-one COC=1C=C(C=CC1)C1=NOC(N1)=O